5-Chloro-2-(5-methoxy-1-methyl-imidazo[4,5-b]pyrazin-2-yl)-3-methyl-phenol ClC=1C=C(C(=C(C1)O)C1=NC=2C(=NC=C(N2)OC)N1C)C